(R)-(1-(2-(1H-indazol-4-yl)-6-((R)-3-methylmorpholino)pyrimidin-4-yl)cyclopropyl)(imino)(methyl)-λ6-sulfanone N1N=CC2=C(C=CC=C12)C1=NC(=CC(=N1)C1(CC1)[S@](=O)(C)=N)N1[C@@H](COCC1)C